FC(C1=CC=CC(=N1)N1CCN(CC1)C(=O)C1(CCC1)OC1=CC=C(C#N)C=C1)(F)F 4-((1-(4-(6-(trifluoromethyl)pyridin-2-yl)piperazine-1-carbonyl)cyclobutyl)oxy)benzonitrile